NC=1C=C(C=CC1F)C(C(C)(S(=O)N)C)CCCC1CC1 (-)-1-(3-amino-4-fluorophenyl)-1-(3-cyclopropyl-propyl)-2-methylpropane-2-sulfinamide